2-(6-bromoquinazolin-4-yl)-8-(pyridin-2-yl)-2,8-diazaspiro[4.5]decane BrC=1C=C2C(=NC=NC2=CC1)N1CC2(CC1)CCN(CC2)C2=NC=CC=C2